FC=1C=C2C(=C(NC2=C(C1)F)C1=CC=C(C=C1)F)CC(C(=O)[O-])O 3-[5,7-difluoro-2-(4-fluorophenyl)-1H-indol-3-yl]-2-hydroxy-propanoate